(R)-N-(5-fluoro-2,3-dihydro-1H-inden-1-yl)-2-(piperazin-1-yl)benzo[d]Thiazole-6-carboxamide FC=1C=C2CC[C@H](C2=CC1)NC(=O)C1=CC2=C(N=C(S2)N2CCNCC2)C=C1